NC1=CC(=C2C(CCC(CCC[C@](C3=NN=C(C1=N2)O3)(C(F)(F)F)O)(F)F)=O)C(F)(F)F (6S)-17-amino-10,10-difluoro-6-hydroxy-6,15-bis(trifluoromethyl)-19-oxa-3,4,18-triazatricyclo[12.3.1.12,5]nonadeca-1(18),2,4,14,16-pentaen-13-one